4-hydroxy-3-[4-(1-hydroxyprop-2-yn-1-yl)-1H-1,2,3-triazol-1-yl]-N-methoxy-N-methylbenzamide OC1=C(C=C(C(=O)N(C)OC)C=C1)N1N=NC(=C1)C(C#C)O